1-methyl-1,4,5,6-tetrahydropyrrolo[3,4-c]pyrazole CN1N=CC2=C1CNC2